FC(C1=C(C(=CC(=C1)C)OC)C=1C=CC=2C(=NC(=CN2)[C@H]2CN(CCC2)C(=O)OC(C)(C)C)N1)F tert-butyl (3R)-3-[6-[2-(difluoromethyl)-6-methoxy-4-methyl-phenyl]pyrido[2,3-b]pyrazin-3-yl]piperidine-1-carboxylate